[Cl-].C(CCCCCCCCC)[N+](C)(C)CCCCCCCCCC Didecyldi-methylammonium chlorid